2-(Cyclopropylmethyl)-N-(2-ethyl-5-{[(2S)-1-hydroxy-4-(trifluoromethoxy)butan-2-yl]carbamoyl}phenyl)-1,3-thiazole-5-carboxamide C1(CC1)CC=1SC(=CN1)C(=O)NC1=C(C=CC(=C1)C(N[C@H](CO)CCOC(F)(F)F)=O)CC